N-methyl-N-((3R,4R)-4-methylpiperidin-3-yl)-7H-pyrrolo[2,3-d]pyrimidine-4-amine CN(C=1C2=C(N=CN1)NC=C2)[C@H]2CNCC[C@H]2C